(1r,2s)-N1-(1-(4-fluoro-3-(trifluoromethyl)phenyl)cyclopropyl)-cyclopentane-1,2-diamine FC1=C(C=C(C=C1)C1(CC1)N[C@H]1[C@H](CCC1)N)C(F)(F)F